NC1=C(C=CC(=C1)N)S(=O)(=O)[O-].[K+].C[Si](C=1SC=CC1[C@@H]1[C@H]2CC[C@@H]([C@@H]1[Si](C)(C)C)C2)(C)C trimethyl-(3-((1S,2S,3S,4R)-3-(trimethylsilyl)bicyclo[2.2.1]heptane-2-yl)thiophene-2-yl)silane potassium 2,4-diaminobenzenesulfonate